NC=1C(=NC(=C(N1)F)C1=CC(=C(C=C1)N1CCOCC1)CN1CCCC1)C=1C=C2CCNC(C2=CC1)=O 6-(3-amino-5-fluoro-6-(4-morpholino-3-(pyrrolidin-1-ylmethyl)phenyl)pyrazin-2-yl)-3,4-dihydroisoquinolin-1(2H)-one